2'-hydroxyl-dihydrochalcone sodium salt [Na].OC1=C(C(/C=C/C2CC=CC=C2)=O)C=CC=C1